CC=1C(=C(C=C(C1)C(F)(F)F)O)C1=CC2=C(N(CCOC2)[C@H]2CN(CCC2)C)N=N1 (R)-3-methyl-2-(9-(1-methylpiperidin-3-yl)-5,7,8,9-tetrahydropyridazino[3,4-e][1,4]oxazepin-3-yl)-5-(trifluoromethyl)phenol